C(C)(C)(C)OC(=O)N1C(CNCC1)C1=CC(=C(C(=C1)F)C(NC=1NC=C(N1)C(C(=O)OC)(C)C1=CC=C(C=C1)Cl)=O)F (4-((4-(2-(4-chlorophenyl)-1-methoxy-1-oxopropan-2-yl)-1H-imidazol-2-yl)carbamoyl)-3,5-difluorophenyl)piperazine-1-carboxylic acid tert-butyl ester